ClC=1C(=C(C=CC1)NC(=O)C1=CC(=CC=2NC(=NC21)NCCOC(C)C)NC(=O)C2=C(C=CC(=C2)Cl)Cl)C N-(3-chloro-2-methylphenyl)-6-{[(2,5-dichlorophenyl)carbonyl]amino}-2-{[2-(propan-2-yloxy)ethyl]amino}-1H-benzimidazole-4-carboxamide